ethyl-3-(5-(2-(2-aminoethoxy)ethoxy)-2-(3-((2,4-diamino-6-ethylpyrimidin-5-yl)oxy)propoxy)phenyl)propanoate C(C)OC(CCC1=C(C=CC(=C1)OCCOCCN)OCCCOC=1C(=NC(=NC1CC)N)N)=O